2-((4-methoxybenzyl)oxy)-N-(2,2,2-trifluoroethyl)acetamide COC1=CC=C(COCC(=O)NCC(F)(F)F)C=C1